N-((S)-1-(2-((1R,2R)-1-Amino-2-cyclopropoxypropyl)-1H-benzo[d]imidazol-5-yl)-2-cyclopropoxyethyl)-2-(3,3-difluorocyclobutyl)acetamide trifluoroacetate FC(C(=O)O)(F)F.N[C@@H]([C@@H](C)OC1CC1)C1=NC2=C(N1)C=CC(=C2)[C@@H](COC2CC2)NC(CC2CC(C2)(F)F)=O